C1(CC1)C=1C=CC(=C(C=O)C1)[N+](=O)[O-] 5-cyclopropyl-2-nitro-benzaldehyde